C1=CC=C(C(=C1)N)SC2=CC=CC=C2N 2,2'-diaminodiphenyl sulfide